BrC1=CC=C(C=C1)N1N=C(C(=C1)C1OCC(N1CCC1=CC=C(C=C1)NCCN1CCSCC1)=O)C1=CC=C(C=C1)F 2-(1-(4-bromophenyl)-3-(4-fluorophenyl)-1H-pyrazol-4-yl)-3-(4-((2-thiomorpholinoethyl)amino)phenethyl)oxazolidin-4-one